titanium di-sec-butoxide bis(ethylacetoacetate) C(C)CC(CC(=O)[O-])=O.C(C)CC(CC(=O)[O-])=O.CC([O-])CC.CC([O-])CC.[Ti+4]